ClC=1C(N(C(=CC1OC([2H])([2H])C1=NC=C(C=C1Cl)F)C)C1=CC(=NC=C1C)N1C(C(=CC=C1)C(C)(C)O)=O)=O rel-4'-[3-chloro-4-[(3-chloro-5-fluoropyridin-2-yl)(2H2)methoxy]-6-methyl-2-oxopyridin-1-yl]-3-(2-hydroxypropan-2-yl)-5'-methyl-[1,2'-bipyridin]-2-one